C(C)(C)(C)N(C(O)=O)C1CCC(CC1)O.FC1(C(=C(C(C1(F)F)(F)F)C(F)(F)F)C(F)(F)F)F 3,3,4,4,5,5-hexafluoro-1,2-bis(trifluoromethyl)cyclopent-1-ene tert-butyl-((1r,4r)-4-hydroxycyclohexyl)carbamate